COC1=CC=C(C=C1)[C@@H](C)O R-1-(4-methoxyphenyl)ethanol